ClC=1C=NC=2N(C1)N=CC2C=2C=C1N(N=CC(=C1NC(C)C)C(=O)NC[C@H](C(C)(C)O)F)C2 (R)-6-(6-chloropyrazolo[1,5-a]pyrimidin-3-yl)-N-(2-fluoro-3-hydroxy-3-methylbutyl)-4-(isopropylamino)pyrrolo[1,2-b]pyridazine-3-carboxamide